3-[3-methyl-2-oxo-5-(4-piperidylamino)benzimidazol-1-yl]piperidine-2,6-dione hydrochloride Cl.CN1C(N(C2=C1C=C(C=C2)NC2CCNCC2)C2C(NC(CC2)=O)=O)=O